FC1=C2C(N(C=NC2=CC=C1O)C=1C=NC(=NC1)N1CCN(CC1)C(=O)OC(C)(C)C)=O tert-butyl 4-[5-(5-fluoro-6-hydroxy-4-oxo-quinazolin-3-yl)pyrimidin-2-yl]piperazine-1-carboxylate